N-(3-chlorophenyl)-3-hydroxy-N-methylbicyclo[1.1.1]pentane-1-carboxamide ClC=1C=C(C=CC1)N(C(=O)C12CC(C1)(C2)O)C